BrC1=C(C=C2C(=NC(=NC2=C1F)Cl)N1CC2CC(C(C1)C2)O)F 3-(7-bromo-2-chloro-6,8-difluoroquinazolin-4-yl)-3-azabicyclo[3.2.1]octan-6-ol